C(=O)(O)C=1C(=C(C(=O)C2=CC=C(C=C2)N)C=CC1N)C(=O)O dicarboxy-4,4'-diaminobenzophenone